(1R,2S,5S)-3-((S)-2-acetamido-3,3-dimethylbutanoyl)-N-((S)-1-cyano-2-((S)-2-oxopyrrolidin-3-yl)ethyl)-6,6-dimethyl-3-azabicyclo[3.1.0]hexane-2-carboxamide C(C)(=O)N[C@H](C(=O)N1[C@@H]([C@H]2C([C@H]2C1)(C)C)C(=O)N[C@@H](C[C@H]1C(NCC1)=O)C#N)C(C)(C)C